(Z)-3-(5-(4-(2-cyano-3-cyclopropylacryloyl)-2-oxopiperazin-1-yl)furan-2-yl)propanoic acid tert-butyl ester C(C)(C)(C)OC(CCC=1OC(=CC1)N1C(CN(CC1)C(\C(=C/C1CC1)\C#N)=O)=O)=O